C(C)N(CC(CC)O)CC 1-diethylamino-2-butanol